3-methyl-1-phenyl-5-(4,4,5,5-tetramethyl-1,3,2-dioxaborolan-2-yl)-1H-pyrazole CC1=NN(C(=C1)B1OC(C(O1)(C)C)(C)C)C1=CC=CC=C1